4-chloro-2-(dibenzo[b,d]thiophen-1-yl)aniline ClC1=CC(=C(N)C=C1)C1=CC=CC=2SC3=C(C21)C=CC=C3